ClC=1C(=C(C=CC1)O)C1=C(C2=C(CN3[C@@H](CO2)CNCC3)C=C1C#C)F 3-Chloro-2-[(12aR)-8-ethynyl-10-fluoro-1,2,3,4,12,12a-hexahydro-6H-pyrazino[2,1-c][1,4]benzooxazepin-9-yl]phenol